C(C(C)C)(=O)OC(C(=O)OCC(C)C)(C)C Isobutyl α-isobutyryloxyisobutyrate